silicon magnesium tin [Sn].[Mg].[Si]